2-Imino-3-phenyl-1,3-thiazinane N=C1SCCCN1C1=CC=CC=C1